2-Acetamido-4-bromo-5-fluoro-3-nitrobenzoic acid methyl ester COC(C1=C(C(=C(C(=C1)F)Br)[N+](=O)[O-])NC(C)=O)=O